C[C@@]1(N(CCC1)C(=O)OC(C)(C)C)CC=O tert-butyl (2S)-2-methyl-2-(2-oxoethyl)pyrrolidine-1-carboxylate